BrC1=CC(=C(C(=C1)C(F)(F)F)O)\C=C\B1OC(C(O1)(C)C)(C)C 4-bromo-2-[(E)-2-(4,4,5,5-tetramethyl-1,3,2-dioxaborolan-2-yl)vinyl]-6-(trifluoromethyl)phenol